HydroxyButyric Acid C(CC(=O)O)CO